4-amino-N-[4-(3-chlorophenyl)thiazol-2-yl]-N-[3-(trifluoromethyl)phenyl]Butylamide NC(CCC[N-]C=1SC=C(N1)C1=CC(=CC=C1)Cl)C1=CC(=CC=C1)C(F)(F)F